CNC(CN1N=CC(=C1)C=1C(=CC(=NC1)N)OC(F)(F)F)C 5-(1-(2-(methylamino)propyl)-1H-pyrazol-4-yl)-4-(trifluoromethoxy)pyridin-2-amine